C(\C=C/C(=O)O)(=O)OC(C=CC=CC1=CC=CC=C1)=O styreneacrylic maleic anhydride